1,3-dichloro-2,3,3-trifluoro-1-propene ClC=C(C(F)(F)Cl)F